O.S(=O)(=O)([O-])[O-].[Mg+2] magnesium sulphate hydrate